C1=CC=C(C(=C1)C(=O)O)[O-] hydroxybenzoate